S=C1NC(C2=C(N1CC=1C(=NC=CC1)[C@H]1NCC[C@@H](C1)C(F)(F)F)C=CN2)=O 2-Thioxo-1-((2-((2S,4S)-4-(trifluoromethyl)piperidin-2-yl)pyridin-3-yl)methyl)-1,2,3,5-tetrahydro-4H-pyrrolo[3,2-d]pyrimidin-4-one